ClC1=CC(=C(OC=2C=C(C=C(C2)C)C=2C3=C(C(N(C2)C)=O)NC(=C3)C(=O)NC3CCC(CC3)O)C(=C1)C)C 4-(3-(4-chloro-2,6-dimethylphenoxy)-5-methylphenyl)-N-((1r,4r)-4-hydroxycyclohexyl)-6-methyl-7-oxo-6,7-dihydro-1H-pyrrolo[2,3-c]pyridine-2-carboxamide